N-(4-(2,4-difluorophenoxy)-3-(2-methyl-6-vinylpyridin-4-yl)phenyl)ethanesulfonamide FC1=C(OC2=C(C=C(C=C2)NS(=O)(=O)CC)C2=CC(=NC(=C2)C=C)C)C=CC(=C1)F